6-bromo-N-[(1Z)-(dimethylamino)methylidene]imidazo[1,5-a]pyridine-1-carboxamide BrC=1C=CC=2N(C1)C=NC2C(=O)\N=C/N(C)C